(2R,3R)-N-(4-{[7-{[2-(diethylamino)ethyl]oxy}-6-(methyloxy)quinazolin-4-yl]oxy}-3-fluorophenyl)-N'-(4-fluorophenyl)-2,3-dimethylcyclopropane-1,1-dicarboxamide C(C)N(CCOC1=C(C=C2C(=NC=NC2=C1)OC1=C(C=C(C=C1)NC(=O)C1([C@@H]([C@H]1C)C)C(=O)NC1=CC=C(C=C1)F)F)OC)CC